(3-methoxyphenyl)-1H-indole-5-carboxylic acid COC=1C=C(C=CC1)N1C=CC2=CC(=CC=C12)C(=O)O